OCCCNCCCCCC(=O)OCC(CCCCCCCC)CCCCCC 2-hexyldecyl 6-((3-hydroxypropyl)amino)hexanoate